N-methyl-2-((2-((4-(1-(1-propionylpiperidin-4-yl)-1H-pyrazol-4-yl)phenyl)amino)-5-(trifluoromethyl)pyrimidin-4-yl)amino)benzamide CNC(C1=C(C=CC=C1)NC1=NC(=NC=C1C(F)(F)F)NC1=CC=C(C=C1)C=1C=NN(C1)C1CCN(CC1)C(CC)=O)=O